C1(=C(C=CC=C1)C1(CC1)C1=NOC(=N1)C1=NN(C(=C1)C(F)(F)F)CCC(=O)O)C 3-(3-(3-(1-(o-tolyl)cyclopropyl)-1,2,4-oxadiazol-5-yl)-5-(trifluoromethyl)-1H-pyrazol-1-yl)propanoic acid